N[C@H]1CN(C[C@@H](C1)F)C(=O)C=1C=C(C=2N(C1)N=C(C2C)C=2N(C1=C(C=CC=C1C2)C2CCN(CC2)C(C)=O)CC2CC2)F 1-(4-(2-(6-((3r,5r)-3-amino-5-fluoropiperidine-1-carbonyl)-4-fluoro-3-methylpyrazolo[1,5-a]pyridin-2-yl)-1-(cyclopropylmethyl)-1H-indol-7-yl)piperidin-1-yl)ethan-1-one